CN1C(=NN=C1)[C@@H](C1CC(C1)CC#N)C1=CC(=CC=C1)N1C(C2=CC(=CC(=C2C1)C(F)(F)F)CNC1(CCC1)C)=O 2-((1S,3r)-3-((S)-(4-methyl-4H-1,2,4-triazol-3-yl)(3-(6-(((1-methylcyclobutyl)amino)methyl)-1-oxo-4-(trifluoromethyl)isoindolin-2-yl)phenyl)methyl)cyclobutyl)acetonitrile